C(CCCCC)N1C2=CC=C(C=C2C=2C=C(C=CC12)C(=O)O)C(=O)O 9-hexyl-9H-carbazole-3,6-dicarboxylic acid